C(#N)C1CN(C1)S(=O)(=O)N1C[C@H](CCC1)C(=O)N1[C@H](CCC1)C(=O)NCC1=C(C=C(C=C1)C)F 1-(((3S)-1-((3-cyano-1-azetidinyl)sulfonyl)-3-piperidinyl)carbonyl)-N-(2-fluoro-4-methylbenzyl)-D-prolinamide